3,4-dichloro-1-(4-(4-((ethylamino)methyl)-5-(trifluoromethyl)-1H-pyrazol-1-yl)phenyl)pyridin-2(1H)-one ClC=1C(N(C=CC1Cl)C1=CC=C(C=C1)N1N=CC(=C1C(F)(F)F)CNCC)=O